benzyl-4-oxo-1,4-dihydroquinoline-3-carboxylic acid methyl ester COC(=O)C1=CN(C2=CC=CC=C2C1=O)CC1=CC=CC=C1